P(=O)(OC(CC)C)([O-])[O-] methyl-propan-2-yl phosphate